[Cl-].[Cl-].C[Si](=[Ti+2](C1C(=CC2=C(C=CC(=C12)C)C)C)C1C(=CC2=C(C=CC(=C12)C)C)C)C dimethylsilylenebis(2,4,7-trimethylindenyl)titanium dichloride